(Cyclopropylmethoxy)-2,2-dimethyl-N-(6-(1-methyl-1H-pyrazol-4-yl)pyridin-2-yl)-2,3-dihydrofuro[2,3-b]pyridine-5-carboxamide C1(CC1)COC1C(OC2=NC=C(C=C21)C(=O)NC2=NC(=CC=C2)C=2C=NN(C2)C)(C)C